(1R,2R)-N-[7-chloro-6-(4-cyano-4-fluoro-1-piperidyl)-3-isoquinolyl]-2-ethyl-3-(1-methylpyrazol-4-yl)cyclopropanecarboxamide ClC1=C(C=C2C=C(N=CC2=C1)NC(=O)[C@@H]1[C@@H](C1C=1C=NN(C1)C)CC)N1CCC(CC1)(F)C#N